NC1=NC=C(C2=C1C(=NN2[C@H]2C[C@@H](N(C2)C(C=C)=O)COC)C#CC2=CC(=CC(=C2)OC)OC)C=2OC=CN2 1-((2R,4S)-4-(4-amino-3-((3,5-dimethoxyphenyl)ethynyl)-7-(oxazol-2-yl)-1H-pyrazolo[4,3-c]pyridin-1-yl)-2-(methoxymethyl)pyrrolidin-1-yl)prop-2-en-1-one